FC=1C=C(CN(C(=O)C2(CCN(CC2)C2=NC=C(C(=N2)C2=C(C=NN2C)C)F)F)O)C=C(C1)F N-(3,5-difluorobenzyl)-1-(4-(1,4-dimethyl-1H-pyrazol-5-yl)-5-fluoropyrimidin-2-yl)-4-fluoro-N-hydroxypiperidine-4-carboxamide